2,2-dimethyl-1-(4-((2-methylpentyl)oxy)phenyl)propan-1-one CC(C(=O)C1=CC=C(C=C1)OCC(CCC)C)(C)C